5-{7-[2-(cyclopropylamino)ethoxy]-1-fluoro-3-hydroxynaphthalen-2-yl}-1λ6,2,5-thiadiazolidine-1,1,3-trione C1(CC1)NCCOC1=CC=C2C=C(C(=C(C2=C1)F)N1CC(NS1(=O)=O)=O)O